FC(OC1=C(CN2N=CC=3N=C(N=C(C32)NCC3CC2(CC2)C3)NC(OC)=O)C=CC(=C1)CO)F Methyl (1-(2-(difluoromethoxy)-4-(hydroxymethyl)benzyl)-7-((spiro[2.3]hexan-5-ylmethyl)amino)-1H-pyrazolo[4,3-d]pyrimidin-5-yl)carbamate